ClC=1C(=NC=C(C1)OC)C(O)C1=CC(=C(C=C1)F)C1=NC=NC2=CC(=CC=C12)N1CCOCC1 (3-Chloro-5-methoxy-pyridin-2-yl)-[4-fluoro-3-(7-morpholin-4-yl-quinazolin-4-yl)phenyl]-methanol